ClC1=[N+](C=C(C=C1)C1(CCOCC1)COC)[O-] 2-chloro-5-(4-(methoxymethyl)tetrahydro-2H-pyran-4-yl)pyridine 1-oxide